C=1N=CN2C1C1=CC=CC=C1[C@@H]2[C@H]2[C@@H](CN(CC2)C)O (3S,4S)-4-((S)-5H-imidazo[5,1-a]isoindol-5-yl)-1-methylpiperidin-3-ol